(S)-N-(7-(methoxymethyl)-2-((4aS,5aR)-5a-methyl-1,4,4a,5,5a,6-hexahydrocyclopropa[f]indazol-3-yl)-1H-benzo[d]imidazol-5-yl)-N-methyl-2-morpholinopropanamide COCC1=CC(=CC2=C1NC(=N2)C2=NNC=1C[C@@]3([C@H](CC21)C3)C)N(C([C@H](C)N3CCOCC3)=O)C